N-(6-(5-chloro-6-fluoro-7-((R)-1,1,1-trifluoropropan-2-yl)-1H-indazol-4-yl)imidazo[1,2-a]pyrazin-2-yl)-2-fluorocyclopropane-1-carboxamide ClC=1C(=C2C=NNC2=C(C1F)[C@H](C(F)(F)F)C)C=1N=CC=2N(C1)C=C(N2)NC(=O)C2C(C2)F